(S)-2-(2-(cyclopropanesulfonylamino)thiazol-4-yl)-N-(4-(5-fluoropyridin-3-yl)phenyl)butanamide C1(CC1)S(=O)(=O)NC=1SC=C(N1)[C@@H](C(=O)NC1=CC=C(C=C1)C=1C=NC=C(C1)F)CC